5-(difluoromethyl)-3-nitro-pyrazolo[1,5-a]pyrimidine FC(C1=NC=2N(C=C1)N=CC2[N+](=O)[O-])F